Bis(((1-methyltetrazol-5-yl)thio)methyl)quinoxaline CN1N=NN=C1SCC=1C(=NC2=CC=CC=C2N1)CSC1=NN=NN1C